N1,2'-bipyridin N1(CC=CC=C1)C1=NC=CC=C1